5-[4-amino-3-(2-methoxyethylamino)phenyl]-1,3-dimethyl-pyridin-2-one NC1=C(C=C(C=C1)C=1C=C(C(N(C1)C)=O)C)NCCOC